C(CCCC)OC=1C=C(C=CC1)B(O)O [3-(PENTYLOXY)PHENYL]BORANEDIOL